N-(5-fluoropyrimidin-2-yl)-2-[6-cyclopropyl-1',1'-difluoro-1-oxospiro[3H-isoquinolin-4,2'-cyclopropan]-2-yl]acetamide FC=1C=NC(=NC1)NC(CN1C(C2=CC=C(C=C2C2(C(C2)(F)F)C1)C1CC1)=O)=O